3-(1-oxo-5-(4-((3-(3-(trifluoromethyl)phenyl)azetidin-1-yl)methyl)pyridin-2-yl)isoindolin-2-yl)piperidine-2,6-dione O=C1N(CC2=CC(=CC=C12)C1=NC=CC(=C1)CN1CC(C1)C1=CC(=CC=C1)C(F)(F)F)C1C(NC(CC1)=O)=O